2-(2-Chloro-5-(1-hydroxyethyl)-8-oxothieno[2',3':4,5]pyrrolo[1,2-d][1,2,4]triazin-7(8H)-yl)-N-(pyrimidin-4-yl)acetamid ClC1=CC2=C(C=C3N2C(=NN(C3=O)CC(=O)NC3=NC=NC=C3)C(C)O)S1